ClC1=CC(=CC(=C1)C(=C)C(F)(F)F)Cl 1,3-Dichloro-5-(1-trifluoromethyl-vinyl)benzene